S1(CCCC1)(=O)=O lambda6-thiolane-1,1-dione